ClC1=CC2=C(C(N3[C@@H](CO2)CN(CC3)C(=O)OC(C)(C)C)=O)C(=N1)N1C[C@H](OCC1)C tert-butyl (R)-3-chloro-1-((R)-2-methylmorpholino)-12-oxo-6a,7,9,10-tetrahydro-12H-pyrazino[2,1-c]pyrido[3,4-f][1,4]oxazepine-8(6H)-carboxylate